BrCCC(C1(CC=CC=C1)Br)Br bromoethyl-1-bromobenzyl bromide